O1COC2=C1C=CC(=C2)C(CC(=O)O)C2=CC1=CC(=CC=C1C=C2)OCC(NC2=CC=CC=C2)=O 3-(benzo[d][1,3]dioxol-5-yl)-3-(7-(2-oxo-2-(phenylamino)ethoxy)naphthalen-2-yl)propanoic acid